N2-[6-(7-methylspiro[2H-benzofuran-3,1'-cyclopropane]-4-yl)oxy-3-pyridyl]pyridine-2,3-diamine Iron [Fe].CC1=CC=C(C2=C1OCC21CC1)OC1=CC=C(C=N1)NC1=NC=CC=C1N